2-(1-cyclopropyl-2,2,2-trifluoroethoxy)-3-fluoro-5-(4,4,5,5-tetramethyl-1,3,2-dioxaborolan-2-yl)pyridine C1(CC1)C(C(F)(F)F)OC1=NC=C(C=C1F)B1OC(C(O1)(C)C)(C)C